4-cyclohexyl-2,2-dimethyl-N-(4-phenylbutyl)piperazine-1-carboxamide C1(CCCCC1)N1CC(N(CC1)C(=O)NCCCCC1=CC=CC=C1)(C)C